1,2,4,5-Tetrakis(mercaptoethyl)benzol SCCC1=C(C=C(C(=C1)CCS)CCS)CCS